(e)-3-(4-(tert-butyl)cyclohex-1-en-1-yl)acrylaldehyde C(C)(C)(C)C1CC=C(CC1)/C=C/C=O